BrCCCCOC1=CC=C(C=C1)C(C=CC1=CC=C(C=C1)C)=O 1-(4-(4-bromobutoxy)phenyl)-3-(4-tolyl)-2-propen-1-one